O=C1NC(CCC1N1CC2=CC=C(C=C2C1=O)C1CCN(CC1)CC1CCN(CC1)C(=O)N)=O 4-[[4-[2-(2,6-dioxo-3-piperidyl)-3-oxo-isoindolin-5-yl]-1-piperidyl]methyl]piperidine-1-carboxamide